6-(4-((1H-indazol-5-yl)amino)pyrimidin-2-yl)-N-(1-(pyridin-4-yl)piperidin-4-yl)-1H-indole-2-carboxamide N1N=CC2=CC(=CC=C12)NC1=NC(=NC=C1)C1=CC=C2C=C(NC2=C1)C(=O)NC1CCN(CC1)C1=CC=NC=C1